6-(5-cyano-1H-pyrazolo[3,4-b]pyridin-1-yl)-N-((R)-2-fluoro-3-hydroxy-3-methylbutyl)-4-(((R)-1-(pyrimidin-2-yl)pyrrolidin-3-yl)amino)nicotinamide Methyl-3-pyrrolidinecarboxylate COC(=O)C1CNCC1.C(#N)C=1C=C2C(=NC1)N(N=C2)C2=NC=C(C(=O)NC[C@H](C(C)(C)O)F)C(=C2)N[C@H]2CN(CC2)C2=NC=CC=N2